N-cyclopropyl-2-(difluoromethoxy)-6-methoxy-4-(7-(4-methylpiperazin-1-yl)imidazo[1,2-a]pyridin-3-yl)benzamide C1(CC1)NC(C1=C(C=C(C=C1OC)C1=CN=C2N1C=CC(=C2)N2CCN(CC2)C)OC(F)F)=O